5-bromo-2'-chloro-[1,1'-biphenyl]-2-amine BrC1=CC=C(C(=C1)C1=C(C=CC=C1)Cl)N